FC1CC(N(C1)C(CC=1C(=NN(C1C)C)C)=O)C(=O)NC(C1=CC=C(C=C1)C(C)C)C1=CC=CC=C1 4-fluoro-N-{phenyl[4-(propan-2-yl)phenyl]methyl}-1-[2-(1,3,5-trimethyl-1H-pyrazol-4-yl)acetyl]pyrrolidine-2-carboxamide